CC=1C(C(C(CC1)C)(C)C)/C=C/C(C)=O (E)-4-(2,5,6,6-tetramethyl-1-cyclohex-2-enyl)but-3-en-2-one